(4-hydroxyphenyl)anthracen-9-on OC1=CC=C(C=C1)C1=CC=CC=2CC3=CC=CC=C3C(C12)=O